Cl.[Cl-].NC=1C(=NN2C1C=CC=C2)N2CC[N+](CC2)(C)C 4-(3-aminopyrazolo[1,5-a]pyridin-2-yl)-1,1-dimethylpiperazin-1-ium chloride hydrochloride